NC=1C=2N(C=CN1)C(=CN2)C(=O)C2=C(C=NC(=C2)C2=CC(=C(C=C2)OC)F)N2CC(CCC2)(C(NC)=O)NC(OC(C)(C)C)=O tert-butyl (1-(4-(8-aminoimidazo[1,2-a]pyrazine-3-carbonyl)-6-(3-fluoro-4-methoxyphenyl)pyridin-3-yl)-3-(methylcarbamoyl)piperidin-3-yl)carbamate